(Z)-5-(2-(2,6-dichlorophenyl)hydrazineylidene)-6-hydroxy-5,6-dihydro-2H-pyran-2-one ClC1=C(C(=CC=C1)Cl)N\N=C/1\C=CC(OC1O)=O